CC=1C=CC(=C(C1)C1=C(C=CC=C1)NC(C1=NC=CC=C1)=O)SC1=CC=CC=C1 N-(5'-methyl-2'-(phenylthio)-[1,1'-biphenyl]-2-yl)picolinamide